3,5,6,7-tetrahydropyrano[2,3-d]imidazole-6,7-diol N1=CNC2=C1C(C(CO2)O)O